6-Bromo-4-chloro-3-iodo-1-methyl-1H-indazole BrC1=CC(=C2C(=NN(C2=C1)C)I)Cl